O[C@@H]1C[C@@H](CCC1)NC1=NC(=NC=C1C(=O)N)NC12CCC(CC1)(CC2)OC 4-(((1R,3S)-3-hydroxycyclohexyl)amino)-2-((4-methoxybicyclo[2.2.2]oct-1-yl)amino)pyrimidine-5-carboxamide